C(CS)(=O)OCCCCCCCCCCCCCCCCCC octadecyl thioglycolate